C(C)(C)(C)OC(=O)NCCCCC t-butoxycarbonylaminopentane